O1[C@@H](CCC1)CN1C=NC2=C1C=C(C=C2)C(=O)O 3-[(2S)-oxolan-2-ylmethyl]-1,3-benzodiazole-5-carboxylic acid